(S)-tert-butyl 4-((3-chloro-2,4-difluorophenyl)(methyl)carbamoyl)-2-oxo-3-(4-(trifluoromethyl)thieno[2,3-b]pyridin-6-yl)imidazolidine-1-carboxylate ClC=1C(=C(C=CC1F)N(C(=O)[C@H]1N(C(N(C1)C(=O)OC(C)(C)C)=O)C1=CC(=C2C(=N1)SC=C2)C(F)(F)F)C)F